5-[2-(dibenzylamino)ethyl]-3H-1,3,4-oxadiazol-2-one C(C1=CC=CC=C1)N(CCC1=NNC(O1)=O)CC1=CC=CC=C1